2-bromo-5-methyl-6,7-dihydro-5H-pyrrolo[1,2-a]imidazole BrC=1N=C2N(C1)C(CC2)C